BrC1=C2C(=C(C=3C(C=4C=CC=CC4C13)=O)C1=CC=CC=C1)C=C(C=C2)CCCC 5-bromo-8-n-butyl-10-phenyl-11H-benzo[b]fluoren-11-one